C(C)(C)NC(O[C@H]1C[C@H](CC1)C1=CC(=NN1)NC=1C=2N(C=CN1)N=C(C2)C2=C(C(=CC=C2)O)C=O)=O (1R,3S)-3-(3-((2-(2-formyl-3-hydroxyphenyl)pyrazolo[1,5-a]pyrazin-4-yl)amino)-1H-pyrazol-5-yl)cyclopentyl isopropylcarbamate